1-cyclopropylsulfonyl-piperidin-4-amine C1(CC1)S(=O)(=O)N1CCC(CC1)N